Tert-butyl-(1-(3-(4-(5-(trifluoromethyl) pyrimidin-2-yl) piperazine-1-carbonyl)-1H-indol-1-yl) propan-2-yl) carbamate C(N)(OC(CN1C=C(C2=CC=CC=C12)C(=O)N1CCN(CC1)C1=NC=C(C=N1)C(F)(F)F)CC(C)(C)C)=O